FC=1C=CC=2N(C3=CC=C(C=C3C2C1)F)CC(CN1C(CCC(C1)C)=O)O 1-(3-(3,6-difluoro-9H-carbazol-9-yl)-2-hydroxypropyl)-5-methylpiperidin-2-one